azaspiro[3.3]Heptane N1CCC12CCC2